6-(4-(1,3-dioxolan-2-yl)piperidin-1-yl)pyridin-3-ol O1C(OCC1)C1CCN(CC1)C1=CC=C(C=N1)O